BrCCCCCCOC1=C(C=CC=C1)C(C)=O 1-(2-((6-bromohexyl)oxy)phenyl)ethan-1-one